4-bromo-3-thienyl-boric acid BrC=1C(=CSC1)OB(O)O